FC1(CCC(CC1)[C@@H](C1=NC2=C(N1)C=CC(=C2F)C2(CCOCC2)C(=O)OC(C)(C)C)NC2=NC=CN=C2)F tert-Butyl 4-{2-[(S)-(4,4-difluorocyclohexyl)(pyrazin-2-ylamino)methyl]-4-fluoro-1H-benzimidazol-5-yl}tetrahydropyran-4-carboxylate